C1(CCCCCCC1)NC=1NC(C(N1)=CC=1C=C2C=NNC2=CC1)=O 2-(Cyclooctylamino)-4-(1H-indazol-5-ylmethylene)-1H-imidazol-5-one